1-hydroxy-2-methyl-3-(4-tert-butylbenzyl)-4(1H)-quinolinone ON1C(=C(C(C2=CC=CC=C12)=O)CC1=CC=C(C=C1)C(C)(C)C)C